C(CCC[O-])[O-] butane-1,4-diolate